(R)-(1-(3-(3-(2-cyano-3-(dimethylamino)-3-oxoprop-1-en-1-yl)phenoxy)propanamido)-2-(2,4-dimethylphenyl)ethyl)boronic acid C(#N)C(=CC=1C=C(OCCC(=O)N[C@@H](CC2=C(C=C(C=C2)C)C)B(O)O)C=CC1)C(=O)N(C)C